(2S,4R)-S-3-chloro-2-fluorobenzyl 1-(2-(3-acetyl-5-(2-methylpyrimidin-5-yl)-1H-indazol-1-yl)acetyl)-4-fluoropyrrolidine-2-carbothioate C(C)(=O)C1=NN(C2=CC=C(C=C12)C=1C=NC(=NC1)C)CC(=O)N1[C@@H](C[C@H](C1)F)C(SCC1=C(C(=CC=C1)Cl)F)=O